C1OC2=C(C=C(C=C2)CCO)O1 2-(1,2-methylenedioxybenzene-4-yl)ethanol